[C@H]12CN(C[C@H](CC1)N2)C=2C1=C(N=C(N2)OC([2H])([2H])C23CCCN3CCC2)C(N(C=C1)C1=C(C(=CC(=C1)O)Cl)C(F)(F)F)=O 4-((1R,5S)-3,8-Diazabicyclo[3.2.1]octan-3-yl)-7-(3-chloro-5-hydroxy-2-(trifluoromethyl)phenyl)-2-((tetrahydro-1H-pyrrolizin-7a(5H)-yl)methoxy-d2)pyrido[3,4-d]pyrimidin-8(7H)-one